diethylaminoacetate hydrochloride Cl.C(C)N(CC)CC(=O)O